(+)-beta-citronellol C[C@H](CCC=C(C)C)CCO